6-((3-(((3-ethyl-2-oxo-1,2-dihydropyrido[2,3-b]pyrazin-7-yl)methyl)amino)cyclobutyl)amino)-N-methylpyridazine-3-carboxamide C(C)C=1C(NC2=C(N1)N=CC(=C2)CNC2CC(C2)NC2=CC=C(N=N2)C(=O)NC)=O